ClC=1SC(=CN1)CN(C1=NC(=CC=C1[N+](=O)[O-])OC)CC N-((2-chlorothiazol-5-yl)methyl)-N-ethyl-6-methoxy-3-nitropyridine-2-amine